4-((tert-Butoxycarbonyl)(methyl-d3)amino)-2-((tert-butyldimethylsilyl)oxy)butanoic acid methyl ester COC(C(CCN(C([2H])([2H])[2H])C(=O)OC(C)(C)C)O[Si](C)(C)C(C)(C)C)=O